1-(2,5,6-trimethylcyclohex-2-en-1-yl)propan-2-one CC=1C(C(C(CC1)C)C)CC(C)=O